CC(CC(=O)O)CC 3-methyl-pentanic acid